NCC#C[C@@H]1CN=C2N1C1=C(C=C(C=C1C(N2CC=2C=NN(C2)C)=O)S(=O)(=O)NC2(CC2)C)Cl (R)-1-(3-aminoprop-1-yn-1-yl)-9-chloro-4-((1-methyl-1H-pyrazol-4-yl)methyl)-N-(1-methylcyclopropyl)-5-oxo-1,2,4,5-tetrahydroimidazo[1,2-a]quinazoline-7-sulfonamide